2-(2,6-dioxopiperidin-3-yl)-4-(((1-(1-(4-methylpentanoyl)piperidin-4-yl)-1H-pyrazol-4-yl)methyl)amino)isoindoline-1,3-dione O=C1NC(CCC1N1C(C2=CC=CC(=C2C1=O)NCC=1C=NN(C1)C1CCN(CC1)C(CCC(C)C)=O)=O)=O